(S)-2-(3-(5-(4,6-dimethylpyrimidin-2-yl)-4-methylthiazol-2-yl)ureido)butanamide 1-methyl-1-(p-phenylazophenyl)ethyl-carbamate CC(C)(C1=CC=C(C=C1)N=NC1=CC=CC=C1)NC(O)=O.CC1=NC(=NC(=C1)C)C1=C(N=C(S1)NC(N[C@H](C(=O)N)CC)=O)C